Br.C(C)S=C(N)N S-ethyl-thiourea hydrobromide